tert-Butyl 6-((2-(6-(1-methyl-1H-pyrazol-4-yl)-2-oxo-3-(phenethylamino)pyrazin-1(2H)-yl)acetamido)methyl)-3,4-dihydroisoquinoline-2(1H)-carboxylate CN1N=CC(=C1)C1=CN=C(C(N1CC(=O)NCC=1C=C2CCN(CC2=CC1)C(=O)OC(C)(C)C)=O)NCCC1=CC=CC=C1